(R)-4-(4-(4-methylpiperazin-1-yl)-[1,4'-bipiperidin]-1'-yl)-6-(methylsulfinyl)-3-((4-(octadecyloxy)phenyl)sulfonyl)quinoline CN1CCN(CC1)C1CCN(CC1)C1CCN(CC1)C1=C(C=NC2=CC=C(C=C12)[S@](=O)C)S(=O)(=O)C1=CC=C(C=C1)OCCCCCCCCCCCCCCCCCC